(S)-2-amino-3-methoxy-N-(4-(2-methyl-1-oxo-1,2-dihydroisoquinolin-7-yl)thiazol-2-yl)propanamide N[C@H](C(=O)NC=1SC=C(N1)C1=CC=C2C=CN(C(C2=C1)=O)C)COC